N-(2-aminoethyl)-glycine NCCNCC(=O)O